N-[[2-methyl-4-(1,1,2,2,2-pentafluoroethyl)phenyl]methyl]ethanamine CC1=C(C=CC(=C1)C(C(F)(F)F)(F)F)CNCC